C(C)(C)(C)C1=C(C(=CC(=C1)C)N1N=C2C(=N1)C=CC(=C2)Cl)O 2-t-butyl-6-(5-chloro-2H-benzotriazole-2-yl)-4-methylphenol